C(C)(C)(C)OC(=O)N[C@@H](C(=O)N1[C@@H](C[C@H](C1)OC)C(=O)OC)CC1=CC=C(C=C1)Cl methyl (2S,4R)-1-((R)-2-((tert-butoxycarbonyl)amino)-3-(4-chlorophenyl)-propanoyl)-4-methoxypyrrolidine-2-carboxylate